3-iodo-1,4-dimethyl-6-(trifluoromethyl)quinolin-2(1H)-one IC=1C(N(C2=CC=C(C=C2C1C)C(F)(F)F)C)=O